4,4'-Sulfonylbis(3-(bromomethyl)-1-fluorobenzene) S(=O)(=O)(C1=C(C=C(C=C1)F)CBr)C1=C(C=C(C=C1)F)CBr